(3R)-3-(2-(3-fluoro-4-phosphonophenyl)-2-(1,2,4-triazine-6-carboxamido)acetamido)-2-hydroxy-3,4-dihydro-2H-benzo[e][1,2]oxaborinine-8-carboxylic acid FC=1C=C(C=CC1P(=O)(O)O)C(C(=O)N[C@@H]1B(OC2=C(C1)C=CC=C2C(=O)O)O)NC(=O)C2=CN=CN=N2